CC(CN1N=CC(=C1)B1OC(C(O1)(C)C)(C)C)(N)C dimethyl-2-[4-(4,4,5,5-tetramethyl-1,3,2-dioxaborolan-2-yl)-1H-pyrazol-1-yl]-ethanamine